1-methyl-cytosine silver nitrate [N+](=O)([O-])[O-].[Ag+].CN1C(=O)N=C(N)C=C1